(±)-(1R,5S,8R)-2,4,4,8-Tetramethyl-non-2-ene CC(C)=CC(CCCC(C)C)(C)C